C(CCCCCCCCCCCCCCCCC)C=1C(=C(C(C(=O)N)=CC1)C(=O)O)CCCCCCCCCCCCCCCCCC di-stearyl-phthalic acid amide